(6S,9S,12S,15S,18R,19R)-19-hexyl-15-isobutyl-16,18-dimethyl-6,9-bis[(1S)-1-hydroxyethyl]-12-[(1R)-1-methylpropyl]-1-oxa-4,7,10,13,16-pentazacyclononadecane-2,5,8,11,14,17-hexone C(CCCCC)[C@@H]1[C@H](C(N([C@H](C(N[C@H](C(N[C@H](C(N[C@H](C(NCC(O1)=O)=O)[C@H](C)O)=O)[C@H](C)O)=O)[C@@H](CC)C)=O)CC(C)C)C)=O)C